dimethylethylmethylketoxime CC(CC)(C)C(=NO)C(C)(C)CC